COC1=C(C=NC=C1)S(=O)(=N)C1=CC=C(C(=O)OC)C=C1 methyl 4-[(4-methoxy-3-pyridyl)sulfonimidoyl]benzoate